COC=1C=C2C(=NC(=NC2=CC1OC)C)NC(C)C=1C2=CN(N=C2C=CC1)C 6,7-dimethoxy-2-methyl-N-[1-(2-methyl-2H-indazol-4-yl)ethyl]quinazolin-4-amine